NC1=NC=C(C2=C1COC2)NC(C(=O)N(CC2=NC=C(C=C2)C2=CC=NN2C)C(C)C2=NC=CC=C2F)=O N1-(4-amino-1,3-dihydrofuro[3,4-c]pyridin-7-yl)-N2-(1-(3-fluoropyridin-2-yl)ethyl)-N2-((5-(1-methyl-1H-pyrazol-5-yl)pyridin-2-yl)methyl)oxalamide